C(CCCCCCCCCCCCCCC(C)C)(=O)O.C(CCCCCCCCCCCCCCC(C)C)(=O)O.OCC(O)CO glycerin diisostearate